BrC1=CC=C(C=2N(C=NC21)C)Cl 4-bromo-7-chloro-1-methyl-benzimidazole